N-(2-(4-(azidomethyl)piperidin-1-yl)ethyl)-2'-fluoro-6'-methoxy-[1,1'-biphenyl]-4-sulfonamide N(=[N+]=[N-])CC1CCN(CC1)CCNS(=O)(=O)C1=CC=C(C=C1)C1=C(C=CC=C1OC)F